2-(5-chloro-2-pyridyl)-2-methyl-1,3-benzodioxole-4-carbaldehyde ClC=1C=CC(=NC1)C1(OC2=C(O1)C=CC=C2C=O)C